4-{[5-(1,3-dimethyl-1H-pyrazol-5-yl)thiophen-2-yl]methyl}-2,4-dihydro-3H-1,2,4-triazol-3-one CN1N=C(C=C1C1=CC=C(S1)CN1C(NN=C1)=O)C